2-(1-(bromodifluoromethyl)-1H-pyrazol-5-yl)benzo[b]thiophene-3-carbonitrile BrC(N1N=CC=C1C1=C(C2=C(S1)C=CC=C2)C#N)(F)F